cis-3-ethyl-7-((5-(6-(5-methyl-4H-1,2,4-triazol-3-yl)pyridin-3-yl)-2,5-diazabicyclo[4.2.0]oct-2-yl)methyl)-1H-1,5-naphthyridin-2-one C(C)C=1C(NC2=CC(=CN=C2C1)CN1[C@@H]2CC[C@@H]2N(CC1)C=1C=NC(=CC1)C1=NN=C(N1)C)=O